4-(trifluoromethyl)-1,2-dihydropyridazine-3,6-dione FC(C=1C(NNC(C1)=O)=O)(F)F